tert-Butyl (1S,4S,5S)-5-(4-bromophenyl)-2-azabicyclo[2.2.1]heptane-2-carboxylate BrC1=CC=C(C=C1)[C@@H]1[C@H]2CN([C@@H](C1)C2)C(=O)OC(C)(C)C